(3R)-N-[3-[2-(2-hydroxyethoxy)-6-(morpholin-4-yl)pyridin-4-yl]-4-methylphenyl]-3-(trifluoromethoxy)pyrrolidine-1-carboxamide OCCOC1=NC(=CC(=C1)C=1C=C(C=CC1C)NC(=O)N1C[C@@H](CC1)OC(F)(F)F)N1CCOCC1